2,3-dimethyl-7-(morpholinomethyl)-6,7,8,9-tetrahydro-1H-benzo[7]annulene-1,4(5H)-dione CC1=C(C(C2=C(CCC(CC2)CN2CCOCC2)C1=O)=O)C